FC=1C=C(C=CC1)C=1N=CNC(C1C#N)=O 4-(3-fluorophenyl)-6-oxo-1,6-dihydropyrimidine-5-carbonitrile